2-(2,6-dioxopiperidin-3-yl)-4-fluoro-5-(4-hydroxypiperidin-4-yl)isoindoline-1,3-dione O=C1NC(CCC1N1C(C2=CC=C(C(=C2C1=O)F)C1(CCNCC1)O)=O)=O